C(C(C)C)C1=CC=C(S1)S(=O)(=O)N 5-isobutyl-thiophene-2-sulfonamide